C(CCCCCCCCCCCCCCCCCCCC(C)C)(=O)Cl isotricosanoic acid chloride